FC(C(=O)O)(F)F.C1(CCCC1)C(=O)N cyclopentanecarboxamide trifluoroacetate salt